C(=O)C1=C(C=C(C=C1)N1CCN(CC1)C(=O)OC(C)(C)C)C(=O)OC tert-butyl 4-(4-formyl-3-(methoxycarbonyl)phenyl)piperazine-1-carboxylate